CN1N=CC(=C1)N(S(=O)(=O)NC(=O)N)C1CN(CCC1)C 1-[(1-methyl-1H-pyrazol-4-yl)(1-methyl-piperidin-3-yl)sulfamoyl]urea